FC1=CC=C(C=C1)C(CN1CCC(CC1)N(C(=O)NCC1=CC=C(C=C1)OC)C)=O 1-(1-(2-(4-fluorophenyl)-2-oxoethyl)piperidin-4-yl)-3-(4-methoxybenzyl)-1-methylurea